BrC=1C=CC2=C(N=CN=C2NN=CC2=CC(=CC=C2)C)N1 7-bromo-4-(2-(3-methylbenzylidene)hydrazinyl)pyrido[2,3-d]pyrimidine